CC1(CCN(CC1)CC(=O)NC1=C(SC=C1C)CN(C(OC(C)(C)C)=O)C)C tert-butyl ((3-(2-(4,4-dimethylpiperidin-1-yl)acetamido)-4-methylthiophen-2-yl)methyl)(methyl)carbamate